BrC1=C(C=CC=C1)C1=CC(=CC=C1)[Si](C1=CC=CC=C1)(C1=CC=CC=C1)C1=CC=CC=C1 (2'-bromo-[1,1'-biphenyl]-3-yl)triphenylsilane